C(C)(=O)N1CCCCC12CCN(CC2)C(=O)C2=CC=C(C=C2)C=2C=CC=1N(C2)C(=CN1)C1=CC=C(C#N)C=C1 4-(6-(4-(1-acetyl-1,9-diazaspiro[5.5]undecane-9-carbonyl)phenyl)imidazo[1,2-a]pyridin-3-yl)benzonitrile